O=C1NC(CC[C@@H]1C1=CC=C(C=C1)N1CCC(CC1)CN1CCN(CC1)C(=O)OC(C)(C)C)=O tert-butyl 4-[(1-{4-[(3R)-2,6-dioxopiperidin-3-yl]phenyl}piperidin-4-yl)methyl]piperazine-1-carboxylate